IC=1C=CC(=C(C(=O)OC)C1)C methyl 5-iodo-2-methylbenzoate